acetyl-pipecolic acid methyl ester COC(C1N(CCCC1)C(C)=O)=O